ClC1=CC=C(C=C1)C1=N[C@H](C=2N(C3=C1C=C(C=C3)OCCOCCNC(OC(C)(C)C)=O)C(=NN2)C)CC(=O)NCC tert-butyl (2-(2-(((4S)-6-(4-chlorophenyl)-4-(2-(ethylamino)-2-oxoethyl)-1-methyl-4H-benzo[f][1,2,4]triazolo[4,3-a][1,4]diazepin-8-yl)oxy)ethoxy)ethyl)carbamate